C(#N)C=1C=C(CN2CC=3C(N(C=4N(C3CC2)C=CN4)CC4=CC=CC=C4)=O)C=CC1 7-(3-cyanobenzyl)-4-benzyl-6,7,8,9-tetrahydroimidazo[1,2-a]pyrido[3,4-e]pyrimidin-5(4H)-one